FC(C=1C=C(C=CC1)C1=NC=CC=C1)(F)F 2-(3-(trifluoromethyl)phenyl)pyridine